ClC1=CC=C2C(=C1)NC([C@@]21N(C(C=2N=C(N(C21)C(C)C)C=2C(=NC(=NC2)OC)OC)=O)C2=C(C=CC(=C2)Cl)C)=O (R)-6-chloro-5'-(5-chloro-2-methylphenyl)-2'-(2,4-dimethoxypyrimidin-5-yl)-3'-isopropyl-3'H-spiro[indoline-3,4'-pyrrolo[3,4-d]imidazole]-2,6'(5'H)-dione